Citramid C(CC(O)(C(=O)N)CC(=O)N)(=O)N